N-(3-(2-chloro-9-(tetrahydro-2H-pyran-2-yl)-9H-purin-6-yloxy)phenyl)acrylamide ClC1=NC(=C2N=CN(C2=N1)C1OCCCC1)OC=1C=C(C=CC1)NC(C=C)=O